4-(2-acryloxyacetoxy)-2-hydroxybenzophenone C(C=C)(=O)OCC(=O)OC1=CC(=C(C(=O)C2=CC=CC=C2)C=C1)O